2-(4-chloro-3-fluoro-N-nitrosoanilino)acetic acid ClC1=C(C=C(N(N=O)CC(=O)O)C=C1)F